FC1=CC(=C(C=C1)C1=CC(=NC=C1)NC(NC1CCC(CC1)NC(C)=O)=O)OC N-((1r,4r)-4-(3-(4-(4-fluoro-2-methoxyphenyl)pyridin-2-yl)ureido)cyclohexyl)acetamide